FC1(CCN(CCC1)C1=C(C(=O)NC2=CC(=C(C=C2)F)C(N)=NO)C=C(C(=N1)C)C#C)F 2-(4,4-difluoroazepan-1-yl)-5-ethynyl-N-(4-fluoro-3-(N'-hydroxyamidino)phenyl)-6-methylnicotinamide